5-chloro-N-[3-[1-(4,5-dimethyl-1H-imidazol-2-yl)imidazo[1,5-a]pyridin-6-yl]-2,4-difluorophenyl]-2-methoxypyridine-3-sulfonamide ClC=1C=C(C(=NC1)OC)S(=O)(=O)NC1=C(C(=C(C=C1)F)C=1C=CC=2N(C1)C=NC2C=2NC(=C(N2)C)C)F